bis-(hydroxyethyl)amino-propyl-N-hydroxyethyl-octadecylamine-dihydrofluoride F.F.OCCN(CCO)C(CCCCCCCCCCCCCCCCC)N(CCO)CCC